mono-isopropyl-maleate C(C)(C)OC(\C=C/C(=O)[O-])=O